C(CCC)C1OC(C2=CC(=CC=C12)CC(=O)NN)=O 2-(1-butyl-3-oxo-1,3-dihydroisobenzofuran-5-yl)acetohydrazide